5-bromo-4-methylisobenzofuran-1(3H)-one BrC=1C(=C2COC(C2=CC1)=O)C